3,3-diphenyl-2,3-epoxypropionic acid methyl ester COC(C1C(O1)(C1=CC=CC=C1)C1=CC=CC=C1)=O